2-Methyl-2-(2-methyl-4-((5-oxo-4-(4-(trifluoromethoxy)phenyl)-4,5-dihydro-1H-1,2,4-triazol-1-yl)methyl)phenoxy)propionic acid CC(C(=O)O)(C)OC1=C(C=C(C=C1)CN1N=CN(C1=O)C1=CC=C(C=C1)OC(F)(F)F)C